benzene-1-sulfinic acid lithium [Li].C1(=CC=CC=C1)S(=O)O